11-bromo-1,1-difluoro-5,9-dimethylundec-1,5,9-triene BrCC=C(CCC=C(CCC=C(F)F)C)C